4-((6-nitroquinolin-4-yl)amino)-N-(4-(pyridin-4-ylamino)phenyl)benzamide [N+](=O)([O-])C=1C=C2C(=CC=NC2=CC1)NC1=CC=C(C(=O)NC2=CC=C(C=C2)NC2=CC=NC=C2)C=C1